C(C)(C)(C)OC(=O)N1C[C@H](N(CC1)C)CN1N=C2N(C(=NC(=C2C2=CC(=NC(=C2)C)C)C2=CC=CC=C2)N)C1=O (S)-3-((5-amino-8-(2,6-dimethylpyridin-4-yl)-3-oxo-7-phenyl-[1,2,4]triazolo[4,3-c]pyrimidin-2(3H)-yl)methyl)-4-methylpiperazine-1-carboxylic acid tert-butyl ester